2-(4-Methylbenzylidene)-malonic acid bis-[2-(2-ethoxy)-ethyl] ester CCOCCOC(C(C(=O)OCCOCC)=CC1=CC=C(C=C1)C)=O